ClC1=C(C(=CC=C1)F)N1C(C2=CC=C(C=C2C(=N1)C(C(F)(F)F)C)N1N=C(N(C1=O)C(C)C)CO)=O 2-(2-chloro-6-fluorophenyl)-6-(3-(hydroxymethyl)-4-isopropyl-5-oxo-4,5-dihydro-1H-1,2,4-triazol-1-yl)-4-(1,1,1-trifluoropropan-2-yl)phthalazin-1(2H)-one